BrCC1=C(C(=NC=C1)N(C(OC(C)(C)C)=O)C(=O)OC(C)(C)C)F tert-butyl N-[4-(bromomethyl)-3-fluoro-2-pyridinyl]-N-t-butoxycarbonyl-carbamate